(2,4-dichlorobenzoyl)-2,3-dihydro-1H-imidazo[1,2-a]benzimidazole ClC1=C(C(=O)N2CCN3C2=NC2=C3C=CC=C2)C=CC(=C1)Cl